Racemic-2-(1-(2-oxo-4-(o-tolyl)-2H-pyrano[2,3-b]pyridin-7-yl)pyrrolidin-2-yl)acetamide O=C1C=C(C=2C(=NC(=CC2)N2[C@H](CCC2)CC(=O)N)O1)C1=C(C=CC=C1)C |r|